undecylene phosphate P1(=O)(OCCCCCCCCCCCO1)[O-]